5-(3-aminophenyl)-1,2,5-thiadiazolidin-3-one-1,1-dioxide NC=1C=C(C=CC1)N1CC(NS1(=O)=O)=O